ClC=1C=CC(=NC1)NC(=O)C1CC12CCC(CC2)C2=CC=NC1=CC=C(C=C21)F N-(5-Chloropyridin-2-yl)-6-(6-fluoroquinolin-4-yl)spiro[2.5]octane-1-carboxamide